Cl.COC=1SC(=CN1)C1=CC=C(C=C1)CN[C@@H]1C[C@@H](CC1)N(C=1C2=C(N=CN1)SC(=C2)CC(F)(F)F)C (1R,3S)-N3-{[4-(2-methoxy-1,3-thiazol-5-yl)phenyl]methyl}-N1-methyl-N1-[6-(2,2,2-trifluoroethyl)thieno[2,3-d]pyrimidin-4-yl]cyclopentane-1,3-diamine Hydrochloride